[Si].[Zn].[Fe] iron-zinc-silicon